COC(=O)C1=CN(C(=C1)C1=NC=C(C=C1F)O[C@@H]1CN(CC1)C(=O)OC(C)(C)C)C 5-(5-{[(3S)-1-(tert-butoxycarbonyl)pyrrolidin-3-yl]oxy}-3-fluoropyridin-2-yl)-1-methylpyrrole-3-carboxylic acid methyl ester